2-[[5-(aminomethyl)-6-[2-(1,1-dioxo-1,4-thiazinan-4-yl)ethoxy]-3-pyridyl]amino]-6-(2,6-dichlorophenyl)-8-methyl-pyrido[2,3-d]pyrimidin-7-one NCC=1C=C(C=NC1OCCN1CCS(CC1)(=O)=O)NC=1N=CC2=C(N1)N(C(C(=C2)C2=C(C=CC=C2Cl)Cl)=O)C